O[C@H](COC=1C=C(C=CC1)S(=O)(=O)NC)CN[C@H]1COC2(C1)CCN(CC2)S(=O)(=O)C=2C=C1C=CC=NC1=CC2 3-((S)-2-hydroxy-3-((R)-8-(quinolin-6-ylsulfonyl)-1-oxa-8-azaspiro[4.5]dec-3-ylamino)propoxy)-N-methylbenzenesulfonamide